C1(CCC1)[C@@H](C=1C=C(C=CC1)N1C(C2=CC(=CC(=C2C1)C(F)(F)F)C(C)N1C[C@H](CCC1)C)=O)C1=NN=CN1C 2-(3-((S)-cyclobutyl(4-methyl-4H-1,2,4-triazol-3-yl)methyl)phenyl)-6-(1-((S)-3-methylpiperidin-1-yl)ethyl)-4-(trifluoromethyl)isoindolin-1-one